C(C)C(C/C(/C(=O)[O-])=C/C(=O)[O-])CCCC.C(C)C(C/C(/C(=O)[O-])=C/C(=O)[O-])CCCC.C(CCC)[Sn+4]CCCC Dibutyltin bis-(2-ethylhexyl maleate)